C(C)(C)(C)N1N=CC(=C1)C(=O)NCC1=NC(=NO1)C1=C(C2=C(S1)C(=CC=C2)O)CC(F)(F)F 1-(tert-butyl)-N-((3-(7-hydroxy-3-(2,2,2-trifluoroethyl)benzo[b]thiophen-2-yl)-1,2,4-oxadiazol-5-yl)methyl)-1H-pyrazole-4-carboxamide